C/C(/C(=O)N)=C\C=1SC(=CC1)C1=CC(=C(C=C1)C#N)Cl (E)-2-methyl-3-(5-(3-chloro-4-cyanophenyl)thiophen-2-yl)acrylamide